NC1=C2C(=NC=N1)N(N=C2C#CC=2C=CC1=C(N=C(O1)C1CCC1)C2)[C@@H]2CN(CC2)C(C=C)=O (S)-1-(3-(4-amino-3-((2-cyclobutylbenzo[d]oxazol-5-yl)ethynyl)-1H-pyrazolo[3,4-d]pyrimidin-1-yl)pyrrolidin-1-yl)prop-2-en-1-one